F[C@H]1CN(CC[C@H]1NC=1C=2N(C=CC1)C(=C(N2)C#CCNC2=C(C=C(C(=O)NC)C=C2)C(F)(F)F)CC(F)(F)F)C 4-{[3-(8-{[(3S,4R)-3-fluoro-1-methylpiperidin-4-yl]amino}-3-(2,2,2-trifluoroethyl)imidazo[1,2-a]pyridin-2-yl)prop-2-yn-1-yl]amino}-N-methyl-3-(trifluoromethyl)benzamide